3-hydroxyadipic acid monoammonium salt [NH4+].OC(CC(=O)[O-])CCC(=O)O